4-((3-(2,3-difluoro-4-(1-(2-methoxyethyl)-3-methyl-1H-pyrazol-4-yl)phenyl)imidazo[1,2-a]pyrazin-8-yl)amino)-2-ethyl-N-((1-methylpiperidin-4-yl)methyl)benzamide FC1=C(C=CC(=C1F)C=1C(=NN(C1)CCOC)C)C1=CN=C2N1C=CN=C2NC2=CC(=C(C(=O)NCC1CCN(CC1)C)C=C2)CC